BrC1=CC=CC(=N1)NC(=O)[C@H]1N(C[C@@H](C1)F)C(CN1N=C(C2=CC(=CC=C12)C=1C=NC(=NC1)C)C(C)F)=O (2S,4R)-N-(6-bromopyridin-2-yl)4-fluoro-1-(2-(3-(1-fluoroethyl)-5-(2-methylpyrimidin-5-yl)-1H-indazol-1-yl)acetyl)pyrrolidine-2-carboxamide